4-methyl-2-(3-(methylcarbamoyl)-1H-indazol-6-yl)-N-(3-phenylbutyl)thiazole-5-carboxamide CC=1N=C(SC1C(=O)NCCC(C)C1=CC=CC=C1)C1=CC=C2C(=NNC2=C1)C(NC)=O